[O-]CCC.[O-]CCC.C(C)C(C(=O)[O-])(C(O)(C(=O)[O-])CC(=O)[O-])CC.C(C)C(C(=O)[O-])(C(O)(C(=O)[O-])CC(=O)[O-])CC.[Zr+4].[Zr+4] zirconium (IV) di(diethylcitrate) di-n-propoxide